COCCOCOC1=C(C=CC(=C1)OCOCCOC)CC(=O)C1=CC(=CC(=C1)OCOCCOC)OCOCCOC 2-(2,4-bis((2-methoxyethoxy)methoxy)phenyl)-1-(3,5-bis((2-methoxyethoxy)methoxy)phenyl)ethan-1-one